C(C(=C)C)(=O)OCCC[SiH2]C(F)F methacryloxypropyldifluoromethylsilane